6-fluoro-1-(4-fluoro-3-methyl-phenyl)-2-tetrahydropyran-4-yl-indol-4-ol FC=1C=C(C=2C=C(N(C2C1)C1=CC(=C(C=C1)F)C)C1CCOCC1)O